IC1=CN(C=2N=C(N(C(C21)=O)C)N2C1CN(CC2CCC1)C(=O)OC(C)(C)C)COCC[Si](C)(C)C tert-butyl 9-(5-iodo-3-methyl-4-oxo-7-((2-(trimethylsilyl)ethoxy)methyl)-4,7-dihydro-3H-pyrrolo[2,3-d]pyrimidin-2-yl)-3,9-diazabicyclo[3.3.1]nonane-3-carboxylate